(2R,6R)-4-((R)-1-(3-fluoro-4-methylpyridin-2-yl)-3-methoxypropyl)-1-isobutyryl-6-methyl-N-(4-(prop-1-yn-1-yl)benzyl)piperazine-2-carboxamide FC=1C(=NC=CC1C)[C@@H](CCOC)N1C[C@@H](N([C@@H](C1)C)C(C(C)C)=O)C(=O)NCC1=CC=C(C=C1)C#CC